N1N=CC2=CC(=CC=C12)\C(=C(/C)\C1=CC=CC=C1)\C1=CC=C(C=C1)/C=C/C(=O)O (E)-3-(4-((E)-1-(1H-indazol-5-yl)-2-phenylpropan-1-en-1-yl)phenyl)acrylic acid